ClC1=C(C=CC=C1)N1N=CC(=C1C(F)(F)F)C(=O)NC1=CC(=NC=C1)C(F)(F)F 1-(2-chlorophenyl)-5-(trifluoromethyl)-N-(2-(trifluoromethyl)pyridin-4-yl)-1H-pyrazole-4-carboxamide